2-Methyl-2-(4-(3-methyl-2-oxo-6-(quinoxalin-6-ylamino)-2,3-dihydro-1H-imidazo[4,5-c]pyridin-1-yl)phenyl)propanenitrile CC(C#N)(C)C1=CC=C(C=C1)N1C(N(C=2C=NC(=CC21)NC=2C=C1N=CC=NC1=CC2)C)=O